N1=[13C](Cl)N=[13C](Cl)N=[13C]1Cl cyanuric chloride-13C3